1-tert-pentylsulfonyl-1-(tert-butylsulfonyl)diazomethane C(C)(C)(CC)S(=O)(=O)C(S(=O)(=O)C(C)(C)C)=[N+]=[N-]